C1(CC1)COC1=CC(=C2C(NC(=NC2=C1)N1CCC2(CC(NC2)=O)CC1)=O)F 8-(7-(cyclopropylmethoxy)-5-fluoro-4-oxo-3,4-dihydroquinazolin-2-yl)-2,8-diazaspiro[4.5]decan-3-one